3-[(3S)-4,4-difluorotetrahydrofuran-3-yl]-1-[(1S)-1-(3-fluoro-4-pyridyl)ethyl]-1-methyl-urea FC1([C@H](COC1)NC(N(C)[C@@H](C)C1=C(C=NC=C1)F)=O)F